ClC1=C(C=CC=C1Cl)C1=NNC2=NC(=CN=C21)N2CCC(CC2)(C(=N)NC2=CC=C(C=C2)OC)C 1-[3-(2,3-dichlorophenyl)-1H-pyrazolo[3,4-b]pyrazine-6-yl]-N-(4-methoxyphenyl)-4-methylpiperidine-4-carboxamidine